CN(C1CN(CC1)CC=1C=C(C=C(C1)C(F)(F)F)NC(=O)C1=CSC=2CN(CCC21)C(=O)C2=CN=C1N2C=CC=C1)C N-(3-((3-(Dimethylamino)pyrrolidin-1-yl)methyl)-5-(trifluoromethyl)phenyl)-6-(imidazo[1,2-a]pyridin-3-carbonyl)-4,5,6,7-tetrahydrothieno[2,3-c]pyridin-3-carboxamid